CC1=CC=C(C=C1)NC(=N)N 1-(4-methylphenyl)guanidine